tert-butyl 4-[1-methyl-5-[3-(methylamino)-3-oxo-propyl]imidazol-2-yl]-3-oxo-piperazine-1-carboxylate CN1C(=NC=C1CCC(=O)NC)N1C(CN(CC1)C(=O)OC(C)(C)C)=O